N-(6-(2-hydroxy-4-ethynylphenyl)-5-methyl-1,2,4-triazine-3-yl)-2-(methylamino)acetamide OC1=C(C=CC(=C1)C#C)C1=C(N=C(N=N1)NC(CNC)=O)C